C(C1=CC=CC=C1)OC(=O)N[C@@H]1[C@H](N(CC1)C(=O)OC(C)(C)C)CCN1C(C2=CC(=C(C=C2C=C1)C1=NC=C(C=N1)C(F)(F)F)F)=O tert-butyl (2R,3S)-3-(((benzyloxy)carbonyl)amino)-2-(2-(7-fluoro-1-oxo-6-(5-(trifluoromethyl)pyrimidin-2-yl)isoquinolin-2(1H)-yl)ethyl)pyrrolidine-1-carboxylate